1-(4-((5-(3-fluoro-4-hydroxyphenyl)-1H-pyrazol-3-yl)amino)-3-methylphenyl)-3-methylurea FC=1C=C(C=CC1O)C1=CC(=NN1)NC1=C(C=C(C=C1)NC(=O)NC)C